[N+](=O)([O-])C1=CC=C(C=C1)C(CC(CC1=CC=CC=C1)=O)=O 1-(4-nitrophenyl)-4-phenylbutane-1,3-dione